OC1CC2(CCN(CC2)C(=O)OC(C)(C)C)OC2=CC(=C(C=C12)C(=O)OC)C(=O)OC 1'-(tert-butyl) 6,7-dimethyl 4-hydroxyspiro[chroman-2,4'-piperidine]-1',6,7-tricarboxylate